{3-[(8E)-pentadec-8-en-1-yl]phenoxymethyl}oxirane C(CCCCCC\C=C\CCCCCC)C=1C=C(OCC2OC2)C=CC1